[Na+].C1(C(C=C(C2=CC=CC=C12)S(=O)(=O)[O-])=O)=O 2-naphthoquinone-4-sulfonic acid sodium salt